[C].[Sn].[Ni] nickel-tin carbon